7-bromo-3-ethyl-1,5-naphthyridin BrC1=CN=C2C=C(C=NC2=C1)CC